COCCCOC1=NN(C=C1N)C1CCC(CC1)N1[C@H]2COC[C@@H]1CC2 3-(3-methoxypropoxy)-1-[(1r,4r)-4-[(1R,5S)-3-oxa-8-azabicyclo[3.2.1]oct-8-yl]cyclohexyl]-1H-pyrazol-4-amine